C12(C(CCCC1)O2)CO[Si](OC)(OC)CC epoxycyclohexyl-ethyltrimethoxysilane